copper chloride, dihydrate O.O.[Cu](Cl)Cl